C1(CC1)[C@@H](C)NC(=O)C1=NC(=C(C=C1)OC1=CC=C(C=C1)C(F)(F)F)C1=NN(C=C1)C |r| N-[(1RS)-1-Cyclopropylethyl]-6-(1-methyl-1H-pyrazol-3-yl)-5-[4-(trifluoromethyl)phenoxy]pyridine-2-carboxamide